(2R,4R)-4-ethoxy-2-ethynylpyrrolidine-1-carboxylic acid benzyl ester C(C1=CC=CC=C1)OC(=O)N1[C@H](C[C@H](C1)OCC)C#C